C12CN(CC(O1)C2)CCCCCCC#CC2=C1C(N(C(=NC1=CC=C2)C)C2C(NC(CC2)=O)=O)=O 3-(5-(8-(6-oxa-3-azabicyclo[3.1.1]heptan-3-yl)oct-1-yn-1-yl)-2-methyl-4-oxoquinazolin-3(4H)-yl)piperidine-2,6-dione